FC1=C(C(=CC=C1)F)C[C@@H](C(=O)O)NC(=O)OCC1C2=CC=CC=C2C=2C=CC=CC12 (2S)-3-(2,6-difluorophenyl)-2-(9H-fluoren-9-ylmethoxycarbonylamino)propanoic acid